O.C(C)OC(=O)C1=C(N(C2=CC(=C(C(=C12)CN(C)C)O)Br)C)CSC1=CC=CC=C1 6-bromo-4-(dimethylaminomethyl)-5-hydroxy-1-methyl-2-(phenylthiomethyl)-1H-indole-3-carboxylic acid ethyl ester hydrate